5-(5-Chloro-2-{[(3S)-3-(morpholin-4-ylmethyl)-3,4-dihydroisoquinolin-2(1H)-yl]carbonyl}phenyl)-N-(4-hydroxyphenyl)-N,1,2-trimethyl-1H-pyrrole-3-carboxamide ClC=1C=CC(=C(C1)C1=CC(=C(N1C)C)C(=O)N(C)C1=CC=C(C=C1)O)C(=O)N1CC2=CC=CC=C2C[C@H]1CN1CCOCC1